C(CC(C)C)OC1=C(C(=C(C2=CC=CC=C12)OCCC(C)C)C#N)C#N 1,4-diisopentyloxy-2,3-dicyanonaphthalene